(S)-3,3'-bis(3,5-bis(trifluoromethyl)phenyl)-[1,1'-binaphthalene]-2,2'-diol C1=CC=C2C(=C1)C=C(C(=C2C3=C(C(=CC4=CC=CC=C43)C5=CC(=CC(=C5)C(F)(F)F)C(F)(F)F)O)O)C6=CC(=CC(=C6)C(F)(F)F)C(F)(F)F